C(C(=C)C)(=O)OCCP(=O)=C(O)C[N+](C)(C)C 2-Methacryloyloxylethylphosphorylcholine